CC1(CC2(C3=CC=CC=C3OC=3C=CC(=CC23)C(F)(F)F)C2=CC=CC=C12)C 3,3-dimethyl-2'-(trifluoromethyl)-2,3-dihydro-spiro-[indene-1,9'-xanthene]